N1=C(C=CC=C1)C(=O)N PYRIDIN-2-CARBOXAMID